FC1=C2C(=NC=C1)[C@H]1CC[C@@H](C2)N1 (6S,9R)-4-Fluoro-6,7,8,9-tetrahydro-5H-6,9-epiminocyclohepta[b]pyridine